1,1,3,3,3-Pentafluoro-2-trifluoromethylpropyl methyl ether COC(C(C(F)(F)F)C(F)(F)F)(F)F